FC1(CCN(CC1)C1=NC(=CC=C1C(=O)NS(=O)(=O)C1=CC=NN1)C1=CC(=CC(=C1)OCC(C)C)F)F 2-(4,4-Difluoro-1-piperidyl)-6-(3-fluoro-5-isobutoxyphenyl)-N-(1H-pyrazol-5-ylsulfonyl)pyridin-3-carboxamid